C(C)S(=O)(=O)OOC(CCCCCCC\C=C/CCCCCCCC)=O.[Na] Sodium oleoyloxy ethanesulfonate